ClC1=CC2=C(N=N1)C=C(C(=N2)C)N2CC1(CN(C1)C(=O)OC(C)(C)C)C2 tert-butyl 6-{3-chloro-6-methylpyrido[3,2-c]pyridazin-7-yl}-2,6-diazaspiro[3.3]heptane-2-carboxylate